NC[C@H]1NC([C@H](SCC1)C1=CC=C(OC2=C(C=C(C#N)C=C2)Cl)C=C1)=O 4-[4-[(2R,5S)-5-(aminomethyl)-3-oxo-1,4-thiazepan-2-yl]phenoxy]-3-chloro-benzonitrile